C(C1=CC=CC=C1)OC(=O)Cl.OC1C2CCCC(C1)N2C(=O)OCC2=CC=CC=C2 benzyl 6-hydroxy-8-azabicyclo[3.2.1]octane-8-carboxylate benzyl-chloroformate